COC=1C=C(C=CC1OC)C(=O)N1CCN(CCC1)CCC1=CC=CC=C1 (3,4-Dimethoxyphenyl)-[4-(2-phenylethyl)-1,4-diazepan-1-yl]methanon